C(C)C1C(CCC(C1)(C)C)=COC1=C(C=C(C=C1)CCC)OC ((2-ethyl-4,4-dimethylcyclohexylidene)methoxy)-2-methoxy-4-propylbenzene